2-chloro-6-aminotoluene ClC1=C(C)C(=CC=C1)N